N2,N2-dibenzylpropane-1,2-diamine C(C1=CC=CC=C1)N(C(CN)C)CC1=CC=CC=C1